C(C)(C)(C)C1=CC(=C(S1)OC)C(=O)NC1C(NC(CC1)=O)=O 5-(tert-butyl)-N-(2,6-dioxopiperidin-3-yl)-2-methoxythiophene-3-carboxamide